Methyl 4-[3-(cyclobutyl-methoxy)phenyl]-2,4-dioxobutanoate C1(CCC1)COC=1C=C(C=CC1)C(CC(C(=O)OC)=O)=O